FCCCCN1N=CC2=CC=CC=C12 1-(4-fluorobutyl)indazole